COC1=CC=C(C2=C1NC=N2)C=2C=NC=CC2 7-methoxy-4-(pyridin-3-yl)-1H-1,3-benzodiazol